N-[2-[3-(Trimethoxysilyl)propylamino]ethyl]ethylenediamine CO[Si](CCCNCCNCCN)(OC)OC